NC=1C=C(C(=O)C(=O)NCCCC[C@H](N)C(=O)O)C=C(C1)N=[N+]=[N-] Nε-(3-amino-5-azidobenzoylcarbonyl)-L-lysine